C[C@H]1COC2(CNC2)C1 |r| racemic-7-methyl-5-oxa-2-azaspiro[3.4]octane